C(C1=CC=CC=C1)[N+]1=CC=C(C=C1)OC1CCC(CC1)OC1CCN(CC1)C(=O)OC(C)(C)C tert-butyl 4-[4-(1-benzylpyridin-1-ium-4-yl)oxycyclohexoxy]piperidine-1-carboxylate